3-(bis(2-(diethylamino)ethyl)amino)propane-1,2-diol C(C)N(CCN(CC(CO)O)CCN(CC)CC)CC